[Bi]=1SC=CC1 Bismthiol